5-chloro-7-(3,3-difluoro-4-methylpyrrolidin-1-yl)pyrazolo[1,5-a]pyrimidine ClC1=NC=2N(C(=C1)N1CC(C(C1)C)(F)F)N=CC2